Trihexylmethylammonium methyl-carbonate COC([O-])=O.C(CCCCC)[N+](C)(CCCCCC)CCCCCC